N12C=CCCCC2NCCC1 1,8-diazabicyclo-[5.4.0]-undecene